C12CN(CCC2C1)C1=C(C=C(C=C1)NC(=O)C=1N=C(OC1CC(F)(F)F)N1CC(C1)(CC)CC)F N-(4-(3-azabicyclo[4.1.0]heptan-3-yl)-3-fluorophenyl)-2-(3,3-diethylazetidin-1-yl)-5-(2,2,2-trifluoroethyl)oxazole-4-carboxamide